FC(C=1N=C2N(C=C(C(=C2)OC(C)C)C(=O)O)C1)F 2-(difluoromethyl)-7-isopropoxyimidazo[1,2-a]pyridine-6-carboxylic acid